(S)-4-((2-methoxyethyl)(4-(5,6,7,8-tetrahydro-1,8-naphthyridin-2-yl)butyl)amino)-2-((8-(trifluoromethyl)quinazolin-4-yl)amino)butanoic acid COCCN(CC[C@@H](C(=O)O)NC1=NC=NC2=C(C=CC=C12)C(F)(F)F)CCCCC1=NC=2NCCCC2C=C1